C(C)(C)(C)OC(=O)NC=1C(=NC=C(C1)S(=O)(=O)C)C(=O)O 3-(tert-butoxycarbonylamino)-5-methylsulfonyl-pyridine-2-carboxylic acid